COC=1C=C(C=C(C1)OC)C#CC1=NNC2=NC=NC(=C21)N2C[C@@H](CC2)NC(C=C)=O (R)-3-(3,5-dimethoxyphenylethynyl)-4-(3-acrylamidopyrrolidin-1-yl)-1H-pyrazolo[3,4-d]pyrimidine